(10a-Methoxy-4,7-dimethyl-6a,8,9,10-tetrahydro-6H-indolo[4,3-fg]quinolin-9-yl)methyl 5-bromopyridine-3-carboxylate BrC=1C=C(C=NC1)C(=O)OCC1CN(C2CC=3C4=C(C2(C1)OC)C=CC=C4N(C3)C)C